C(C)OC1=NC=2N(CC(=NC2C=N1)C1=CC2C(CCO2)C=C1)C=1C=NC(=CC1)OC 2-ethoxy-8-(6-methoxypyridin-3-yl)-6-(2,3,3a,7a-tetrahydrobenzofuran-6-yl)pteridine